1-bicyclo[1.1.1]pentanyl-hydrazine C12(CC(C1)C2)NN